β-fluorostyrene FC=CC1=CC=CC=C1